CC=1C(=C2C=NNC2=CC1)C1=C(C(=NC=2C[C@H](CCC12)C(F)(F)F)N1CC2(CN(C2)C(C=C)=O)CC1)C#N (7S)-4-(5-methyl-1H-indazol-4-yl)-2-(2-(2-propenoyl)-2,6-diazaspiro[3.4]octan-6-yl)-7-(trifluoromethyl)-5,6,7,8-tetrahydro-3-quinolinecarbonitrile